3-methoxy-4-(methyl(4-(5-(trifluoromethyl)-1,2,4-oxadiazol-3-yl)benzyl)amino)cyclobut-3-ene-1,2-dione COC=1C(C(C1N(CC1=CC=C(C=C1)C1=NOC(=N1)C(F)(F)F)C)=O)=O